ClC=1C=C(OC(C(=O)O)C)C=CC1 (3-chlorophenoxy)-propionic acid